tert-butyl (2R,5S)-4-((2,5-dichloro-6-(2-fluorophenyl)pyridin-3-yl)(((2,6-diisopropylphenyl)carbamoyl)imino)methyl)-2,5-dimethylpiperazine-1-carboxylate ClC1=NC(=C(C=C1C(N1C[C@H](N(C[C@@H]1C)C(=O)OC(C)(C)C)C)=NC(NC1=C(C=CC=C1C(C)C)C(C)C)=O)Cl)C1=C(C=CC=C1)F